3-(4-fluorophenyl-thio)-4-hydroxypent-3-en-2-one FC1=CC=C(C=C1)SC(C(C)=O)=C(C)O